FC(C1=CC(=NC=C1)C(C)=O)(F)F 1-(4-(trifluoromethyl)pyridin-2-yl)ethan-1-one